C(C)(=O)OC=O formic-acetic anhydride